(2-(dimethylamino)ethyl)-5-phenyl-2-(4-(trifluoromethyl)phenyl)oxazole-4-carboxamide CN(CCNC(=O)C=1N=C(OC1C1=CC=CC=C1)C1=CC=C(C=C1)C(F)(F)F)C